N'-(4-cyanophenyl)-2,2-dimethyl-2H-chromene-6-carbohydrazide C(#N)C1=CC=C(C=C1)NNC(=O)C=1C=C2C=CC(OC2=CC1)(C)C